The molecule is a single-stranded DNA polynucleotide consisting of a repeating sequence of one thymidine residue and two deoxycytidine residues, with all residues connected by 3'->5' phosphodiester linkages. CC1=CN(C(=O)NC1=O)[C@H]2C[C@@H]([C@H](O2)COP(=O)(O)O)OP(=O)(O)OC[C@@H]3[C@H](C[C@@H](O3)N4C=CC(=NC4=O)N)OP(=O)(O)OC[C@@H]5[C@H](C[C@@H](O5)N6C=CC(=NC6=O)N)O